2-(2-{[1-(2,3-dimethylphenyl)-1H-imidazol-2-yl]sulfanyl}propanamido)-4H,5H,6H-cyclopenta[b]thiophene-3-carboxamide CC1=C(C=CC=C1C)N1C(=NC=C1)SC(C(=O)NC1=C(C2=C(S1)CCC2)C(=O)N)C